ClC(C(=O)[O-])(Cl)Cl.C[NH3+] Methylammonium trichloroacetate